S(=O)(=O)(C1=CC=C(C)C=C1)OC[C@@H]1[C@@H]([C@@H]([C@H](C(OC(C)=O)O1)NC(C)=O)OC(C)=O)OC(C)=O 6-O-tosyl-1,3,4-tri-O-acetyl-N-acetyl-D-galactosamine